3-[(1R)-1-(4-nitropyrazol-1-yl)ethyl]-4-(2,2,2-trifluoroethyl)-1,2,4-triazole [N+](=O)([O-])C=1C=NN(C1)[C@H](C)C1=NN=CN1CC(F)(F)F